(3aR,5R,7S,7aR)-5-(4-fluorophenyl)-1,3,3,5,7-pentamethyloctahydrobenzo[c]isoxazole FC1=CC=C(C=C1)[C@]1(C[C@@H]2[C@H](N(OC2(C)C)C)[C@H](C1)C)C